ClC1=C(C(C=2C=CC=NC2C1=O)=O)NC1=C(C=C(C=C1)NCC)C(F)(F)F 7-Chloro-6-((4-(ethylamino)-2-(trifluoromethyl)phenyl)amino)chinolin-5,8-dion